ClCC1=CC=C(C=C1)C=1C=CC(=CC1)CCl 2,2'-bis(chloromethyl)-5,5'-biphenyl